C(C)(C)(C)OC(=O)N1CCC(CC1)N(C1=NC=C(C=N1)C(F)(F)F)C 4-(Methyl-(5-(trifluoromethyl)pyrimidin-2-yl)amino)piperidine-1-carboxylic acid tert-butyl ester